(S)-N-((S)-1'-(2-bromothiazole-4-carbonyl)-1,3-dihydrospiro[indene-2,4'-piperidin]-1-yl)-2-methylpropane-2-sulfinamide BrC=1SC=C(N1)C(=O)N1CCC2(CC1)[C@@H](C1=CC=CC=C1C2)N[S@@](=O)C(C)(C)C